N-(3-methoxyphenyl)-7H-pyrido[4',3':4,5]pyrrolo[2,3-c][2,7]naphthyridin-5-amine COC=1C=C(C=CC1)NC1=NC2=C(C3=CC=NC=C13)C1=C(N2)C=NC=C1